BrC1=CC=C(C(=O)N2CCC(CC2)=O)C=C1 1-(4-bromobenzoyl)piperidin-4-one